(R)-4-cyclopropyl-N-((6-methyl-5-(pyrazolo[1,5-a]pyridin-5-yl)-2,3-dihydro-1H-inden-4-yl)carbamoyl)-6,7-dihydro-4H-pyrazolo[5,1-c][1,4]oxazine-2-sulfonamide C1(CC1)[C@H]1OCCN2C1=CC(=N2)S(=O)(=O)NC(NC2=C1CCCC1=CC(=C2C2=CC=1N(C=C2)N=CC1)C)=O